1-(3',4'-Dichloro-2-fluoro[1,1'-biphenyl]-4-yl)-cyclopropanecarboxylic acid ClC=1C=C(C=CC1Cl)C1=C(C=C(C=C1)C1(CC1)C(=O)O)F